(1R,5S)-2-(5-(2-Phenoxyphenyl)-1H-pyrazol-3-carbonyl)-2,6-diazabicyclo[3.2.1]octan-6-carbonitril O(C1=CC=CC=C1)C1=C(C=CC=C1)C1=CC(=NN1)C(=O)N1[C@H]2CN([C@@H](CC1)C2)C#N